FC1=C(C(=CC=C1)F)C1=C(C=CC=C1)C1CC(=NO1)N1CCC(CC1)NS(=O)(=O)C N-{1-[5-(2',6'-difluoro[1,1'-biphenyl]-2-yl)-4,5-dihydro-1,2-oxazol-3-yl]piperidin-4-yl}methanesulfonamide